ClC=1C=C2C(=NC1OC)C(=C(N2C)C2=NN=C(N2)C(C)(F)F)C=2C=NNC2 6-chloro-2-(5-(1,1-difluoroethyl)-4H-1,2,4-triazol-3-yl)-5-methoxy-1-methyl-3-(1H-pyrazol-4-yl)-1H-pyrrolo[3,2-b]pyridine